CC1=NC(=NC(=C1)C(F)(F)F)NC1=NC(=NN1COCC[Si](C)(C)C)C(=O)OC methyl 5-((4-methyl-6-(trifluoromethyl) pyrimidin-2-yl) amino)-1-((2-(trimethylsilyl) ethoxy) methyl)-1H-1,2,4-triazole-3-carboxylate